C1(CCCC1)[C@@](C(=O)O)(O)C1=CC=CC=C1 (R)-Cyclopentylmandelic acid